[3-(3-bromo-2-methyl-phenoxy)propyl]piperidine BrC=1C(=C(OCCCN2CCCCC2)C=CC1)C